ClC=1C(=C2C=NNC2=C(C1F)C(C)NC(C(F)(F)F)=O)C=1C=CC=2N(C1)C=C(N2)NC(=O)C2C(C2)F N-(6-(5-chloro-6-fluoro-7-(1-(2,2,2-trifluoroacetamido)ethyl)-1H-indazol-4-yl)imidazo[1,2-a]pyridin-2-yl)-2-fluorocyclopropane-1-carboxamide